2-(4-chlorophenyl)-4-(3-(naphtho[1,2-b]benzofuran-9-yl)phenyl)-6-phenyl-1,3,5-triazine ClC1=CC=C(C=C1)C1=NC(=NC(=N1)C1=CC(=CC=C1)C1=CC2=C(C3=C(O2)C=2C=CC=CC2C=C3)C=C1)C1=CC=CC=C1